4,5-diphenylimidazole bromide [Br-].C1(=CC=CC=C1)C=1N=CNC1C1=CC=CC=C1